(R)-2-methyl-oxirane C[C@H]1OC1